ammonium butanediamine C(CCC)(N)N.[NH4+]